4-CYCLOPROPOXY-5-FORMYLPICOLINAMIDE C1(CC1)OC1=CC(=NC=C1C=O)C(=O)N